C(#N)C=1C=CC(=C(C1)C1=NN(C=C1NC(=O)C=1C=NN2C1N=CC=C2)CC(=O)N2CC(C2)F)OC N-(3-(5-cyano-2-methoxyphenyl)-1-(2-(3-fluoroazetidin-1-yl)-2-oxoethyl)-1H-pyrazol-4-yl)pyrazolo[1,5-a]pyrimidine-3-carboxamide